NC=1N=C(C2=C(N1)N(N=N2)CC[Si](C)(C)C)C=2C=C1CN(C(C1=CC2)=O)C2C(NC(CC2)=O)=O 3-(5-{5-amino-3-[2-(trimethylsilyl)ethyl]-3H-[1,2,3]triazolo[4,5-d]pyrimidin-7-yl}-1-oxo-2,3-dihydro-1H-isoindol-2-yl)piperidine-2,6-dione